4-(4-bromo-2,6-dimethyl-3-nitrophenyl)morpholine BrC1=C(C(=C(C(=C1)C)N1CCOCC1)C)[N+](=O)[O-]